2,4-dimethylpentadienyl-triethylphosphine CC(=CC(C)P(CC)CC)C=C(C)C